C(CCCCCCC)C(CN1C2=C(C3=C(C1=O)C=CS3)SC=C2)CCCCCCCCCC 4-(2-octyldodecyl)dithieno[3,2-b:2',3'-d]pyridin-5(4H)-one